ClC=1C=CC(=C(C1)N1N=C(C2=NC=C(C=C21)C=2C=NN1C2N=CC=C1)CC(=O)O)OC(F)F 2-(1-(5-chloro-2-(difluoromethoxy)phenyl)-6-(pyrazolo[1,5-a]pyrimidin-3-yl)-1H-pyrazolo[4,3-b]pyridin-3-yl)acetic acid